C(C1=CC=CC=C1)N(C1=NC=2N(C(=C1)C=1C=NNC1)N=C(C2)C(=O)NC=2C(=NOC2C)C)C 5-(benzyl(methyl)amino)-N-(3,5-dimethylisoxazol-4-yl)-7-(1H-pyrazol-4-yl)pyrazolo[1,5-a]pyrimidine-2-carboxamide